C1(=CC=C(C=C1)C1=NC=2N(C=C1)N=C(C2)C(=O)O)C2=CC=CC=C2 5-([1,1'-biphenyl]-4-yl)pyrazolo[1,5-a]pyrimidine-2-carboxylic acid